BrC1=C2C=CC=C(C2=CC=C1)C(=O)NCCCNC(OC(C)(C)C)=O tert-butyl N-[3-[(5-bromonaphthalene-1-carbonyl)amino]propyl]carbamate